C1(CC1)C1=C(C(=NO1)C1=C(C=CC=C1Cl)Cl)COC1CCN(CC1)C1=CC(=C(C(=O)OCC)C=C1)F ethyl 4-(4-((5-cyclopropyl-3-(2,6-dichlorophenyl)isoxazol-4-yl)methoxy)piperidin-1-yl)-2-fluorobenzoate